FC1=CC(=CC2=C1CN[C@H](CO2)C)C(=O)N (S)-6-fluoro-3-methyl-2,3,4,5-tetrahydrobenzo[f][1,4]oxazepine-8-carboxamide